anilinediazonium N(C1=CC=CC=C1)[N+]#N